N1C=NC=C1C=1N=C(OC1)C 4-(1H-imidazol-5-yl)-2-methyloxazole